FC1=C(C=CC(=C1)OC1=CC=CC=C1)NC=1C2=C(N=CN1)C=CC(=N2)N2CCNCC2 N-(2-Fluoro-4-phenoxyphenyl)-6-(piperazin-1-yl)pyrido[3,2-d]pyrimidin-4-amine